7-methyl-1,4,5,7-tetrahydropyrano[3,4-c]pyrazole-3-carboxylic acid ethyl ester C(C)OC(=O)C=1C2=C(NN1)C(OCC2)C